BrC1=CC(=CC(=C1)[N+](=O)[O-])C(F)F bromo-3-(difluoromethyl)-5-nitrobenzene